2-(hydroxy(phenyl)ethyl)acrylic acid ethyl ester C(C)OC(C(=C)CC(C1=CC=CC=C1)O)=O